6-methyloxan-3-yl 4-(4-methanesulfonylphenyl)benzoate CS(=O)(=O)C1=CC=C(C=C1)C1=CC=C(C(=O)OC2COC(CC2)C)C=C1